NC([C@@H](CCC(=O)OCC1=CC=CC=C1)NC([C@H](C)NC(=O)OC(C)(C)C)=O)=O benzyl (R)-5-amino-4-((S)-2-((tert-butoxycarbonyl) amino) propionylamino)-5-oxopentanoate